1-butyl-tellurium hydride C(CCC)[TeH]